Cl.CN([C@H]1CNCC1)C (R)-N,N-dimethylpyrrolidin-3-amine hydrogen chloride